3-bromo-4-(4-pyridyl)pyridine Dicalcium Phosphate P(=O)([O-])([O-])[O-].[Ca+2].[Ca+2].BrC=1C=NC=CC1C1=CC=NC=C1